C(=O)C1C(N(CC1)C1=NN(C(=C1)C)C1CC2(CN(C2)C(=O)OC(C)(C)C)C1)(C)C tert-butyl 6-(3-(3-formyl-2,2-dimethylpyrrolidin-1-yl)-5-methyl-1H-pyrazol-1-yl)-2-azaspiro[3.3]heptane-2-carboxylate